C(C1=CC=CC=C1)OC1=CC(=CC2=C(C=C(C(=C12)F)F)C1CC1)C(=O)OC methyl 4-(benzyloxy)-8-cyclopropyl-5,6-difluoro-2-naphthoate